C[SiH](C)C=1N=C(NC1)C dimethylsilyl-(2-Methyl)imidazole